chromium cobalt aluminum [Al].[Co].[Cr]